C(C)(C)(C)OC(NC1=C2CN(C(C2=CC=C1)=O)C1C(N(C(CC1)=O)CC)=O)=O (2-(1-Ethyl-2,6-dioxopiperidin-3-yl)-1-oxoisoindolin-4-yl)carbamic acid tert-butyl ester